(3a,8-bis(naphthalen-1-ylmethyl)-3,3a,8,8a-tetrahydropyrrolo[2,3-b]indol-1(2H)-yl)(o-tolyl)methanone C1(=CC=CC2=CC=CC=C12)CC12C(N(C3=CC=CC=C13)CC1=CC=CC3=CC=CC=C13)N(CC2)C(=O)C2=C(C=CC=C2)C